2-ethyl-5,7-dimethyl-3H-imidazo[4,5-b]pyridine C(C)C1=NC=2C(=NC(=CC2C)C)N1